NC=1N=CC(=C2C=C(C=NC12)C(=O)NC1CC1)C1=CC=C(C=C1)C=1C=NN(C1)CC(=O)N(C)C 8-amino-N-cyclopropyl-5-(4-(1-(2-(dimethylamino)-2-oxoethyl)-1H-pyrazole-4-yl)phenyl)-1,7-naphthyridine-3-carboxamide